C(#N)C=1C(=NC(=C(C1C1CC1)C#N)N1CC(OCC1)CO)SC(C(=O)N)C1=CC=CC=C1 2-((3,5-dicyano-4-cyclopropyl-6-(2-(hydroxymethyl)morpholino)pyridin-2-yl)thio)-2-phenylAcetamide